N2-(4-methoxy-3-((1-methylpiperidin-3-yl)methoxy)phenyl)-N4-methylpyrimidine-2,4-diamine COC1=C(C=C(C=C1)NC1=NC=CC(=N1)NC)OCC1CN(CCC1)C